ClC=1C=C(C=CC1)NC(=O)C1=C(N(C(=C1C)C(C(=O)NC1CCC(CC1)O)=O)C)C N-(3-chlorophenyl)-5-(2-(((1s,4s)-4-hydroxycyclohexyl)amino)-2-oxoacetyl)-1,2,4-trimethyl-1H-pyrrole-3-carboxamide